ClC1=C(C=CC=C1)C1=C(C(=NC2=CC(=CC=C12)C1=C(N=CS1)C)N1CC2(CN(C2)C(C=C)=O)CC1)C#N (M)-4-(2-chlorophenyl)-7-(4-methyl-1,3-thiazol-5-yl)-2-(2-(2-propenoyl)-2,6-diazaspiro[3.4]octan-6-yl)-3-quinolinecarbonitrile